ClC(C)C(CC)Cl 2,3-dichloropentane